n-butyl-tin dilaurate C(CCCCCCCCCCC)(=O)[O-].C(CCCCCCCCCCC)(=O)[O-].C(CCC)[Sn+2]